FC(C(=O)N)(CC)F α,α-difluorobutanamide